R-2-amino-3-p-fluorophenyl-propionic acid methyl ester COC([C@@H](CC1=CC=C(C=C1)F)N)=O